4-(3,5-Dicarboxyphenoxy)phthalic acid C(=O)(O)C=1C=C(OC=2C=C(C(C(=O)O)=CC2)C(=O)O)C=C(C1)C(=O)O